OC1(CCC1)C1=CC(=C2C(N(C=NN21)CC(=O)O)=O)C=2C=C(C=CC2)C 2-[7-(1-hydroxycyclobutyl)-5-(m-tolyl)-4-oxo-pyrrolo[2,1-f][1,2,4]triazin-3-yl]acetic acid